FC=1C=C(C=NC1)C=1C=C(C=CC1C)NC(=O)C1C2CN(C(C1)C2)CC(F)(F)F trans-N-(3-(5-fluoropyridin-3-yl)-4-methylphenyl)-2-(2,2,2-trifluoroethyl)-2-azabicyclo[2.2.1]heptane-5-carboxamide